C([C@@H]1[C@H]([C@@H]([C@H]([C@H](O1)O[C@@H](CC(=O)[O-])C(=O)[O-])NC(=O)[C@H](CS)[NH3+])O)O)O The molecule is a carbohydrate acid derivative anion obtained by deprotonation of both carboxy groups and protonation of the amino group of bacillithiol; major species at pH 7.3. It is a conjugate base of a bacillithiol.